(S)-2-((3,5-Bis((E)-3,4-dimethoxybenzylidene)-4-oxocyclohexyl)carbamoyl)pyrrolidin-1-ium trifluoroacetate FC(C(=O)[O-])(F)F.COC=1C=C(\C=C\2/CC(C\C(\C2=O)=C/C2=CC(=C(C=C2)OC)OC)NC(=O)[C@H]2[NH2+]CCC2)C=CC1OC